Cl.FC(C1CCNCC1)F 4-(difluoromethyl)piperidine hydrochloride salt